rac-2-(N-(4-Amino-5-benzoylthiazol-2-yl)-4-benzyloxyanilino)propanamid NC=1N=C(SC1C(C1=CC=CC=C1)=O)N(C1=CC=C(C=C1)OCC1=CC=CC=C1)[C@@H](C(=O)N)C |r|